morpholino(3-nitro-5-(trifluoromethoxy)phenyl)methanone O1CCN(CC1)C(=O)C1=CC(=CC(=C1)OC(F)(F)F)[N+](=O)[O-]